(S)-1-(6-acetyl-6-azaspiro[2.5]oct-1-yl)-3-(5-chloro-4-(5,5-dimethyl-5,6-dihydro-4H-pyrrolo[1,2-b]pyrazol-3-yl)pyridin-2-yl)urea C(C)(=O)N1CCC2(C[C@@H]2NC(=O)NC2=NC=C(C(=C2)C2=C3N(N=C2)CC(C3)(C)C)Cl)CC1